Methyl (2R,3S,5R)-3-((N,N-dimethylsulfamoyl)(4-methoxybenzyl)amino)-5-methyl-2-(((triethylsilyl)oxy)methyl)pyrrolidine-1-carboxylate CN(S(=O)(=O)N([C@@H]1[C@@H](N([C@@H](C1)C)C(=O)OC)CO[Si](CC)(CC)CC)CC1=CC=C(C=C1)OC)C